2-((S)-4-(7-(2,3-dimethylphenyl)-2-(((S)-1-methylpyrrolidin-2-yl)methoxy)-5,6,7,8-tetrahydropyrido[3,4-d]pyrimidin-4-yl)-1-(2-(hydroxymethyl)acryloyl)piperazin-2-yl)acetonitrile CC1=C(C=CC=C1C)N1CC=2N=C(N=C(C2CC1)N1C[C@@H](N(CC1)C(C(=C)CO)=O)CC#N)OC[C@H]1N(CCC1)C